2-ethylphenylantimony chloride C(C)C1=C(C=CC=C1)[Sb](Cl)Cl